tert-butyl [(1S,3R)-3-acetyl-2,2-dimethylcyclobutyl]carbamate C(C)(=O)[C@H]1C([C@H](C1)NC(OC(C)(C)C)=O)(C)C